CC1=NOC(=C1S(=O)(=O)CCC(=O)N1CC2CCC(C1)N2C2=CC=C(C=N2)C#N)C 6-(3-{3-[(3,5-dimethyl-1,2-oxazol-4-yl)sulfonyl]propanoyl}-3,8-diazabicyclo[3.2.1]octan-8-yl)pyridine-3-carbonitrile